7-(ethyl-(tetrahydro-2H-pyran-4-yl)amino)-N-((4-methoxy-6-methyl-2-oxo-1,2-dihydropyridin-3-yl)methyl)-6-methyl-[1,2,4]triazolo[1,5-a]pyrimidine-5-carboxamide C(C)N(C1=C(C(=NC=2N1N=CN2)C(=O)NCC=2C(NC(=CC2OC)C)=O)C)C2CCOCC2